C(C)OCC1(CCN(CC1)CC1=CC=C(C=C1)NC(C(F)(F)F)=O)CCC1=CC=CC=C1 N-(4-((4-(ethoxymethyl)-4-phenethylpiperidin-1-yl)methyl)phenyl)-2,2,2-trifluoroacetamide